6-((octanoyloxy)methyl)tetrahydro-2H-pyran C(CCCCCCC)(=O)OCC1CCCCO1